(1R,5S)-3-(2-cyano-2,2-diphenylethyl)-8-methyl-8-{2-[(phenylmethyl)oxy]ethyl}-8-azoniabicyclo[3.2.1]octane bromide [Br-].C(#N)C(CC1C[C@H]2CC[C@@H](C1)[N+]2(CCOCC2=CC=CC=C2)C)(C2=CC=CC=C2)C2=CC=CC=C2